4-bromo-1-(tetrahydro-2H-pyran-2-yl)-1,5,6,7-tetrahydrocyclopenta[f]indazole BrC1=C2C=NN(C2=CC2=C1CCC2)C2OCCCC2